S1C=CC=2C1=NC=CC2CO thieno[2,3-b]pyridin-4-yl-methanol